3-(1,4-Dimethyl-1H-benzo[d][1,2,3]triazol-5-yl)-3-(3-(((R)-2-ethyl-2,3-dihydro-[1,4]oxazepino[6,7-g]quinolin-4(5H)-yl)methyl)-4-methylphenyl)-2,2-dimethylpropionic acid CN1N=NC2=C1C=CC(=C2C)C(C(C(=O)O)(C)C)C2=CC(=C(C=C2)C)CN2C[C@H](OC1=C(C=C3C=CC=NC3=C1)C2)CC